C1([C@H](O)[C@@H](O)[C@H](O)[C@H](O1)CO)O[C@H]1[C@@H]([C@@H]([C@@H](O[C@@H]1CO)C(=O)O)NC(C)=O)NC(C)=O D-glucopyranosyl-(1→4)-2,3-dideoxy-2,3-di-acetamido-β-D-mannopyranonic acid